(R)-6-chloro-3-((1-(2-cyano-3-(5-(hydroxymethyl)isoindolin-2-yl)-7-methylquinoxalin-5-yl)ethyl)amino)picolinic acid ClC1=CC=C(C(=N1)C(=O)O)N[C@H](C)C1=C2N=C(C(=NC2=CC(=C1)C)C#N)N1CC2=CC=C(C=C2C1)CO